C(#N)C=1C=CC2=C(N(C(=N2)NC(C[C@@](C)(C2=CC=CC=C2)O)=O)C2CCC2)C1 (S)-N-(6-cyano-1-cyclobutyl-1H-benzo[d]imidazol-2-yl)-3-hydroxy-3-phenylbutanamide